C(C)(C)O[S@@](=O)C1CCCCC1 (R)-Cyclohexanesulfinic acid isopropyl ester